6-[6-amino-1-[(2,6-difluorophenyl)methyl]pyrazolo[3,4-d]pyrimidine-4-yl]pyridine-2-carbonitrile NC1=NC(=C2C(=N1)N(N=C2)CC2=C(C=CC=C2F)F)C2=CC=CC(=N2)C#N